(S)-5-(4-bromo-3-fluorophenyl)pyrrolidin-2-one BrC1=C(C=C(C=C1)[C@@H]1CCC(N1)=O)F